FC=1C=C(C=C(C1)F)N(C=1C=C2C(=NN(C2=CC1)COCC[Si](C)(C)C)C=CC1=NC=CC=C1)C N-(3,5-difluorophenyl)-N-methyl-3-(2-(pyridin-2-yl)vinyl)-1-((2-(trimethylsilyl)ethoxy)methyl)-1H-indazol-5-amine